hexadecanedioic monomethyl ester barium salt [Ba+2].COC(CCCCCCCCCCCCCCC(=O)[O-])=O.C(CCCCCCCCCCCCCCC(=O)[O-])(=O)OC